4-(benzyloxy)butyric acid C(C1=CC=CC=C1)OCCCC(=O)O